(7S)-2-chloro-7-isopropyl-4,8-dimethyl-7,8-dihydropteridin-6(5H)-one ClC1=NC=2N([C@H](C(NC2C(=N1)C)=O)C(C)C)C